NC1CCC(CC1)NC1=NC2=C(C=C(C=C2C=N1)C=1C=CC(=NC1OC(F)(F)F)NS(=O)(=O)C1=C(C=CC=C1)Cl)CC N-(5-(2-(((1r,4r)-4-aminocyclohexyl)amino)-8-ethylquinazolin-6-yl)-6-(trifluoromethoxy)pyridin-2-yl)-2-chlorobenzenesulfonamide